C(C)(C)(C)C1=C(C(=CC(=C1)C)C1=C(C(=CC(=C1)C)C(C)(C)C)O)OC(C=C)=O 2-tert-butyl-6-(3-tert-butyl-5-methyl-2-hydroxyphenyl)-4-methylphenylacrylate